FC(C=1C=C(C=CC1)CS(=O)(=O)NC1=C(N=CS1)C(=O)O)(F)F 5-((3-(trifluoromethyl)phenyl)methylsulfonylamino)thiazole-4-carboxylic acid